N-[(1R)-1-cyclohexylethyl]-2-[5-oxo-1-[(1R)-1-phenylethyl]pyrrolidin-2-yl]acetamid C1(CCCCC1)[C@@H](C)NC(CC1N(C(CC1)=O)[C@H](C)C1=CC=CC=C1)=O